S1C(=NC2=C1C=CC=C2)NC2=C(C=C(N=N2)N(C=2SC(=C(N2)C(=O)O)CCCOC2=C(C=C(C=C2)C#CCN(C)C)F)CCCCC#C)C 2-[{6-[(1,3-benzothiazol-2-yl)amino]-5-methylpyridazin-3-yl}(hex-5-yn-1-yl)amino]-5-(3-{4-[3-(dimethylamino)prop-1-yn-1-yl]-2-fluorophenoxy}propyl)-1,3-thiazole-4-carboxylic acid